(S)-2-(((benzyloxy)carbonyl)amino)-3,3-dicyclohexylpropionic acid C(C1=CC=CC=C1)OC(=O)N[C@H](C(=O)O)C(C1CCCCC1)C1CCCCC1